C(C)OC(=O)C=1C(NC2=CC(=C(C=C2C1)Br)Cl)=O 6-bromo-7-chloro-2-oxo-1,2-dihydro-quinoline-3-carboxylic acid ethyl ester